(2R,3R)-bitartrate [O-]C(=O)C(O)C(O)C(=O)O